allyl-sulfamoyl-glycine C(C=C)N(CC(=O)O)S(N)(=O)=O